ClC1=CC=C(C=NC2=CC=C(C=C2)O)C=C1 4-((4-chlorobenzylidene)amino)phenol